C(=O)(OC(C)(C)C)N1CCC(CC1)(C(=O)O)O 1-Boc-4-hydroxy-piperidine-4-carboxylic acid